Cis-tert-butyl N-[4-[7-chloro-3-(2-fluoro-6-methyl-phenyl)-2-oxo-4H-pyrimido[4,5-d]pyrimidin-1-yl]cyclohexyl]-N-methyl-carbamate ClC1=NC=C2C(=N1)N(C(N(C2)C2=C(C=CC=C2C)F)=O)[C@H]2CC[C@H](CC2)N(C(OC(C)(C)C)=O)C